N-(2-aminosulfonylpyridine-4-yl)-3-(4,4-difluoroazepan-1-yl)quinoline-2-carboxamide NS(=O)(=O)C1=NC=CC(=C1)NC(=O)C1=NC2=CC=CC=C2C=C1N1CCC(CCC1)(F)F